tert-butyl 4-(2-fluoro-4-(((1s,4s)-1-oxo-2H-thiopyran-4-yl) oxy) phenyl)-piperazine-1-carboxylate FC1=C(C=CC(=C1)OC1=CC[S@@](C=C1)=O)N1CCN(CC1)C(=O)OC(C)(C)C